C(C1=CC=CC=C1)OC([C@H](C1CCCC1)N1C([C@]2(CCN(C2)C(=O)OC(C)(C)C)CC1)=O)=O tert-butyl (S)-7-((S)-2-(benzyloxy)-1-cyclopentyl-2-oxoethyl)-6-oxo-2,7-diazaspiro[4.4]nonane-2-carboxylate